(3-((2-((2-methoxy-5-(1-methyl-1H-pyrazol-4-yl)-4-(4-methylpiperazin-1-yl)phenyl)amino)-7H-pyrrolo[2,3-d]pyrimidin-4-yl)amino)quinolin-4-yl)dimethylphosphine oxide COC1=C(C=C(C(=C1)N1CCN(CC1)C)C=1C=NN(C1)C)NC=1N=C(C2=C(N1)NC=C2)NC=2C=NC1=CC=CC=C1C2P(C)(C)=O